[Cl-].C(CCCCCCCCCCC)[NH+]1CC(CCC1)CC 1-dodecyl-3-ethylpiperidinium chloride